[(dimethylamino)methyl]cyclopropane-1-carboxamide CN(C)CC1(CC1)C(=O)N